CC1C(CC2NC(C=3C=NC4=C(C[C@]5(C(NC=6N=CC(/C=C/CCCCNCCN1C2=O)=CC56)=O)C4)C3)=O)C3=CC=CC=C3 (1S,22E)-13-methyl-12-phenyl-5,9,14,17,26,28-hexazahexacyclo[22.5.2.11,4.13,7.110,14.027,30]tetratriaconta-3,5,7(33),22,24(31),25,27(30)-heptaene-8,29,32-trione